tert-butyl ((2-((6-(4-((tert-butoxycarbonyl)amino)piperidin-1-yl)pyridin-3-yl)oxy)-6-(3-chloro-5-methylphenyl)pyridin-4-yl)methyl)(methyl)carbamate C(C)(C)(C)OC(=O)NC1CCN(CC1)C1=CC=C(C=N1)OC1=NC(=CC(=C1)CN(C(OC(C)(C)C)=O)C)C1=CC(=CC(=C1)C)Cl